C1(CCCCC1)C(C(=O)NC1CCCCC1)N1C(=NC2=C1C=CC=C2)C2=CC(=CC=C2)C=2SC=CC2 2,N-dicyclohexyl-2-[2-(3-thiophen-2-yl-phenyl)-benzimidazol-1-yl]-acetamide